3-[[(2S,6R)-2-[[bis(4-methoxyphenyl)-phenyl-methoxy]methyl]-4-methyl-6-(5-methyl-2,4-dioxo-pyrimidin-1-yl)morpholin-2-yl]methoxy-(diisopropylamino)phosphanyl]oxy-propanenitrile COC1=CC=C(C=C1)C(OC[C@@]1(CN(C[C@@H](O1)N1C(NC(C(=C1)C)=O)=O)C)COP(OCCC#N)N(C(C)C)C(C)C)(C1=CC=CC=C1)C1=CC=C(C=C1)OC